5-Bromo-3-isopropoxy-1H-indazole BrC=1C=C2C(=NNC2=CC1)OC(C)C